ethyl 2-(1-methylcyclopentyl)-2-oxoacetate CC1(CCCC1)C(C(=O)OCC)=O